3-(5-(2-fluoro-6-methoxyphenyl)-6-isocyano-1H-indazol-3-yl)-6-methyl-5,6,7,8-tetrahydro-1,6-naphthyridine FC1=C(C(=CC=C1)OC)C=1C=C2C(=NNC2=CC1[N+]#[C-])C=1C=NC=2CCN(CC2C1)C